tris(ethylamino)-diisobutylaminosilane molybdenum [Mo].C(C)N[Si](N(CC(C)C)CC(C)C)(NCC)NCC